CC1([C@H](CC2=CC=CC=C12)NC=1C=CC(=NC1)[C@@H](C(F)(F)F)N(C(=O)[C@H]1N(C[C@@H](C1)O)S(=O)(=O)C)C)C (2S,4R)-N-((S)-1-(5-(((S)-1,1-Dimethyl-2,3-dihydro-1H-inden-2-yl)amino)pyridin-2-yl)-2,2,2-trifluoroethyl)-4-hydroxy-N-methyl-1-(methylsulfonyl)pyrrolidine-2-carboxamide